C(=C)[SiH2]C=C Divinylsilan